8-amino-N-[5-(cyclohexylcarbamoyl)-4-methyl-1,3-thiazol-2-yl]-4,4-dimethyl-4,5-dihydro-1H-pyrazolo[4,3-H]quinazoline-3-carboxamide NC1=NC=2C3=C(C(CC2C=N1)(C)C)C(=NN3)C(=O)NC=3SC(=C(N3)C)C(NC3CCCCC3)=O